(2'S,7R)-2'-methyl-2-(trifluoromethyl)spiro[4,5-dihydrothieno[2,3-c]pyran-7,4'-piperidine] C[C@@H]1NCC[C@]2(C1)OCCC1=C2SC(=C1)C(F)(F)F